(4-(3-oxa-8-azabicyclo[3.2.1]octane-8-carbonyl)phenyl)(1,4-dihydro-2H-spiro[isoquinoline-3,4'-piperidin]-1'-yl)methanone C12COCC(CC1)N2C(=O)C2=CC=C(C=C2)C(=O)N2CCC1(CC2)NCC2=CC=CC=C2C1